tetrabutylammonium tert-butyl-{2-[({[(2S,5R)-7-oxo-6-(sulfooxy)-1,6-diazabicyclo[3.2.1]oct-2-yl]carbonyl}amino)oxy]ethyl}propylcarbamate C(C)(C)(C)OC(N(CCC)CCONC(=O)[C@H]1N2C(N([C@H](CC1)C2)OS(=O)(=O)O)=O)=O.C(CCC)[N+](CCCC)(CCCC)CCCC